METHYL-ETHYLENE glycol CC(CO)O